CC1=C(C=C(C=C1)C(F)(F)F)N1CCN(CC1)C(C#CC1=CC=C(C=C1)S(F)(F)(F)(F)F)=O 1-(4-(2-methyl-5-(trifluoromethyl)phenyl)piperazin-1-yl)-3-(4-(pentafluoro-λ6-sulfaneyl)phenyl)prop-2-yn-1-one